FC1(CCC(CC1)C1=NC(=NC2=NC(=C(N=C12)OC)C)[C@@H]1C[C@@H](OCC1)C=1C=CC(N(C1)C)=O)F 5-[(2R,4S)-4-[4-(4,4-difluorocyclohexyl)-6-methoxy-7-methyl-pteridin-2-yl]tetrahydropyran-2-yl]-1-methyl-pyridin-2-one